[2-({5-[(2R)-4-[2-(difluoromethyl)-4-fluorobenzoyl]-2-ethylpiperazin-1-yl]-2'-ethoxy-[2,3'-bipyridin]-6-yl}oxy)ethyl](methyl)amine FC(C1=C(C(=O)N2C[C@H](N(CC2)C=2C=CC(=NC2OCCNC)C=2C(=NC=CC2)OCC)CC)C=CC(=C1)F)F